(R)-(5-(pyridin-4-ylmethyl)-1H-imidazol-2-yl)(thiazol-2-yl)methanol N1=CC=C(C=C1)CC1=CN=C(N1)[C@@H](O)C=1SC=CN1